ClC1=NC=CC=C1O 2-Chloropyridine-3-ol